tert-Butyl 6-(hydroxymethyl)-2-(2-tetrahydropyran-2-yloxyethyl)indole-1-carboxylate OCC1=CC=C2C=C(N(C2=C1)C(=O)OC(C)(C)C)CCOC1OCCCC1